(R)-6'-chloro-2'-oxo-1'-(1-propyl-1H-pyrazol-4-yl)-5,7-dihydrospiro[cyclopenta[b]pyridine-6,3'-indoline]-2-carboxylic acid ClC1=CC=C2[C@@]3(C(N(C2=C1)C=1C=NN(C1)CCC)=O)CC=1C(=NC(=CC1)C(=O)O)C3